N-hydroxypropyl-isodecyloxy-propyl-ammonium chloride [Cl-].OCCC[NH+](CCC)OCCCCCCCC(C)C